pyrrolidine-1,3-dicarboxylic acid O1-tert-butyl O3-methyl ester COC(=O)C1CN(CC1)C(=O)OC(C)(C)C